5-[(2-Amino-3-fluoropyridin-4-yl)methyl]-2-(4-cyclopropyl-2-fluoroanilino)-3,4-difluorobenzamide NC1=NC=CC(=C1F)CC=1C(=C(C(=C(C(=O)N)C1)NC1=C(C=C(C=C1)C1CC1)F)F)F